(2R,3S,5R)-2-ethynyl-5-(2-fluoro-6-((R)-5-oxotetrahydrofuran-2-carboxamido)-9H-purin-9-yl)-2-(hydroxymethyl)tetrahydrofuran-3-yl 3-(2-acetoxy-4,6-dimethylphenyl)-3-methylbutanoate C(C)(=O)OC1=C(C(=CC(=C1)C)C)C(CC(=O)O[C@@H]1[C@](O[C@H](C1)N1C2=NC(=NC(=C2N=C1)NC(=O)[C@@H]1OC(CC1)=O)F)(CO)C#C)(C)C